(S)-2-((2-((4-chlorobenzyl)carbamoyl)-5,8-dihydro-1,7-naphthyridin-7(6H)-yl)methyl)-3-(oxetan-2-ylmethyl)-3H-imidazo[4,5-b]pyridine-5-carboxylic acid ClC1=CC=C(CNC(=O)C2=NC=3CN(CCC3C=C2)CC2=NC=3C(=NC(=CC3)C(=O)O)N2C[C@H]2OCC2)C=C1